NC1=C(C=C2C(=N1)C(C=1C=CC=CC1O2)=O)Br 2-amino-3-bromo-10H-chromeno[3,2-b]pyridin-10-one